(±)-N-(3-chloro-4-(trifluoromethyl)phenyl)-8-methyl-6,7,8,9-tetrahydro-5H-5,8-epiminocyclohepta[c]pyridine-10-carboxamide ClC=1C=C(C=CC1C(F)(F)F)NC(=O)N1C2CCC1(CC=1C=NC=CC12)C